CCCCCSSCCCO 3-(5-pentyl-dithio)propan-1-ol